N-(6-benzylbenzo[d]thiazol-2-yl)-4-(2-methoxyphenyl)-6-methylnicotinamide C(C1=CC=CC=C1)C1=CC2=C(N=C(S2)NC(C2=CN=C(C=C2C2=C(C=CC=C2)OC)C)=O)C=C1